1-(aminooxy)-2,2-dimethylpropan-1-one NOC(C(C)(C)C)=O